C(CCCCC)[P+](CCCCCCCCCCCCCC)(CCCCCC)CCCCCC trihexyl(tetradecyl)phosphonium